ClC=1C(N(C(=CC1OCC1=NC=C(C=C1F)F)C)C1=CC(=NC=C1C1CC1)C1=NC(=NC=C1)C(C)(C)O)=O 3-chloro-5'-cyclopropyl-4-[(3,5-difluoropyridin-2-yl)methoxy]-2'-[2-(2-hydroxypropan-2-yl)pyrimidin-4-yl]-6-methyl-[1,4'-bipyridin]-2-one